1,2-bis(4-methoxyphenyl)ethylenediamine selenium [Se].COC1=CC=C(C=C1)C(C(N)C1=CC=C(C=C1)OC)N